C(C)OC(=O)C1OCC=C(C1)C=1N=C(C=2N(C(C(=C(N2)C)C)=O)C1)C1=C(C=C(C=C1)Cl)F 4-[9-(4-chloro-2-fluoro-phenyl)-4-keto-2,3-dimethyl-pyrazino[1,2-a]pyrimidin-7-yl]-3,6-dihydro-2H-pyran-2-carboxylic acid ethyl ester